C(C1=CC=CC=C1)N1C(C(=C(C=C1)CNC(C)C1=CC=CC=C1)O)=O 1-benzyl-3-hydroxy-4-[(1-phenylethylamino)methyl]pyridin-2(1H)-one